(3S)-3-(((tert-butoxy)carbonyl)amino)-3-(4-(ethylsulfonyl)phenyl)propionic acid C(C)(C)(C)OC(=O)N[C@@H](CC(=O)O)C1=CC=C(C=C1)S(=O)(=O)CC